ClC=1C=C2C(=CC=NC2=CC1)C1=NNC2=NC(=CN=C21)N2C[C@@H]1[C@]([C@@H]1CC2)(C2=NOC(=C2)C)CN ((1S,6R,7S)-3-(3-(6-chloroquinolin-4-yl)-1H-pyrazolo[3,4-b]pyrazin-6-yl)-7-(5-methylisoxazol-3-yl)-3-azabicyclo[4.1.0]heptan-7-yl)methanamine